7-Chloro-5-(2,6-dimethylphenyl)imidazo[1,2-a]Quinoxaline-4(5H)-on ClC=1C=C2N(C(C=3N(C2=CC1)C=CN3)=O)C3=C(C=CC=C3C)C